FC1(CC(C1)CC#CC=1C=C(OC2=C(N=NN2)C(=O)O)C=CC1)F.ClCC(=O)NC1=C(C=CC(=C1)C(C)C)C(C)C 2-chloro-N-(2,5-diisopropylphenyl)acetamide 5-(3-(3-(3,3-difluorocyclobutyl)prop-1-ynyl)phenoxy)-1H-1,2,3-triazole-4-carboxylate